((5-(4-chlorophenyl)oxazol-2-yl)amino)-N'-hydroxypyrazine-2-carboxamidine ClC1=CC=C(C=C1)C1=CN=C(O1)NC=1C(=NC=CN1)C(=NO)N